tert-butyl (3-((5-methoxy-1H-benzo[d]imidazol-2-yl)thio)propyl)-carbamate COC1=CC2=C(NC(=N2)SCCCNC(OC(C)(C)C)=O)C=C1